NCCCC1CC1 1-amino-3-cyclopropylpropane